ClC=1C=NC2=CC(=CC=C2C1C(=O)C1=CC=C(C=C1)F)O (3-chloro-7-hydroxy-4-quinolyl)-(4-fluorophenyl)methanone